NC=1N=C(N(C(C1SC1=C(C(=CC=C1)Cl)Cl)=O)C)N1CCN(CC1)CCCNC(OC(C)(C)C)=O tert-Butyl (3-(4-(4-amino-5-((2,3-dichlorophenyl)thio)-1-methyl-6-oxo-1,6-dihydropyrimidine-2-yl)piperazine-1-yl)propyl)carbamate